ClC=1C=CC(=C(C1)C1=C2C(=NC=C1)C(=CS2)C(=O)O)OCCN2C(=NC1=CC(=C(C(=C1C2=O)C#N)CN(C)C)C(F)(F)F)C 7-(5-chloro-2-(2-(5-cyano-6-((dimethylamino)methyl)-2-methyl-4-oxo-7-(trifluoromethyl)quinazolin-3(4H)-yl)ethoxy)phenyl)thieno[3,2-b]pyridine-3-carboxylic acid